CN1C(C2=C(N=C(N=C2NC2(CC2)C)NC=2C=NN(C2)C2CCC(CC2)C=O)C=C1)=O 4-[4-[[6-Methyl-4-[(1-methylcyclopropyl)amino]-5-oxo-pyrido[4,3-d]pyrimidin-2-yl]amino]pyrazol-1-yl]cyclohexanecarboaldehyde